(S)-5-(7-(4-acryloyl-2-methylpiperazin-1-yl)-9-chloro-5-oxo-2,3-dihydro-5H-[1,4]thiazino[2,3,4-ij]quinazolin-10-yl)-2-fluorobenzonitrile C(C=C)(=O)N1C[C@@H](N(CC1)C1=NC(N2C3=C(C(=C(C=C13)Cl)C=1C=CC(=C(C#N)C1)F)SCC2)=O)C